N1CC(C1)OCC(C)(C)S(=O)(=O)C1(CC1)CN1C(C2=C(CC1)C(=NN2C)C(=O)NCC2=CC=C(C=C2)C#N)=O 6-((1-((1-(Azetidin-3-yloxy)-2-methylpropan-2-yl)sulfonyl)cyclopropyl)methyl)-N-(4-cyanobenzyl)-1-methyl-7-oxo-4,5,6,7-tetrahydro-1H-pyrazolo[3,4-c]pyridine-3-carboxamide